hexaazatriphenylene C1=CN=C2C(=N1)C3=NC=CN=C3C4=NC=CN=C24